ClC1=CC=C(C=C1)N1CC(CC1)C(=O)N[C@@H]([C@H](O)C1=CC2=C(OCCO2)C=C1)CN1CCCC1 1-(4-chlorophenyl)-N-((1R,2R)-1-(2,3-dihydrobenzo[b][1,4]dioxin-6-yl)-1-hydroxy-3-(pyrrolidin-1-yl)propan-2-yl)pyrrolidine-3-carboxamide